(6S)-5-(2-hydroxy-2,4-dimethylpentanoyl)-N-((S)-3-oxo-1-((S)-2-oxopyrrolidin-3-yl)-4-(trifluoromethoxy)butan-2-yl)-5-azaspiro[2.4]-heptane-6-carboxamide OC(C(=O)N1CC2(CC2)C[C@H]1C(=O)N[C@@H](C[C@H]1C(NCC1)=O)C(COC(F)(F)F)=O)(CC(C)C)C